ethyl-5-([2-(2-{[3-chloro-4'-(trifluoromethyl)biphenyl-4-yl]methoxy}phenyl)ethyl]{2-[4-(methoxycarbonyl) phenyl] ethyl}amino)-5,6,7,8-tetrahydrochinolinecarboxylate C(C)OC(=O)C1=NC=2CCCC(C2C=C1)N(CCC1=CC=C(C=C1)C(=O)OC)CCC1=C(C=CC=C1)OCC1=C(C=C(C=C1)C1=CC=C(C=C1)C(F)(F)F)Cl